4-(butylamino)-3-hexen-2-one C(CCC)NC(=CC(C)=O)CC